FC(OC=1C=CC(=C(C1)O)C1=C(C2=C(N(CCOC2)[C@H]2[C@@H](CCCC2)O)N=N1)C)F 5-(difluoromethoxy)-2-{9-[(1R,2R)-2-hydroxycyclohexyl]-4-methyl-5,7,8,9-tetrahydropyridazino[3,4-e][1,4]oxazepin-3-yl}phenol